[[5-(4-hexoxy-1,2,5-thiadiazol-3-yl)-1-methyl-3,6-dihydro-2H-pyridin-1-ium-1-yl]-phenyl-methyl] decanoate iodide [Chloro(phenyl)methyl]decanoate ClC(C1=CC=CC=C1)OC(CCCCCCCCC)=O.[I-].C(CCCCCCCCC)(=O)OC(C1=CC=CC=C1)[N+]1(CCC=C(C1)C1=NSN=C1OCCCCCC)C